C1(CCCCC1)\C=C(/CC(C=O)C)\C (Z)-5-cyclohexyl-2,4-dimethylpent-4-enal